3-((2-(4-carboxyphenyl)imidazo[1,2-a]pyrazin-3-yl)amino)benzoic acid C(=O)(O)C1=CC=C(C=C1)C=1N=C2N(C=CN=C2)C1NC=1C=C(C(=O)O)C=CC1